5-[(5-chlorothiophen-2-yl)methoxy]-1-(3-methoxy-2,2-dimethylpropanoyl)-3-[4-methyl-6-oxo-1-(pyrrolidine-1-carbonyl)piperidin-3-yl]-1H-pyrazole-4-carbonitrile ClC1=CC=C(S1)COC1=C(C(=NN1C(C(COC)(C)C)=O)C1CN(C(CC1C)=O)C(=O)N1CCCC1)C#N